ClC1=CC=CCCCC1 chloro-cyclooctadiene